tert-butyl ((3R,6S)-6-(oxiran-2-yl)tetrahydro-2H-pyran-3-yl)carbamate O1C(C1)[C@@H]1CC[C@H](CO1)NC(OC(C)(C)C)=O